(E)-1H-pyrazol-4-amine N1N=CC(=C1)N